FC(C(=O)O)(F)F.ClC1=CC=C(C[C@H]2CO[C@H](CN2C2CCC(CC2)C2=NN(C(=C2)C)C)C(=O)N(C)C)C=C1 (2R,5S)-5-(4-chlorobenzyl)-4-(4-(1,5-dimethyl-1H-pyrazol-3-yl)cyclohexyl)-N,N-dimethylmorpholine-2-carboxamide 2,2,2-trifluoroacetate